5-(2,2,2-trifluoroethoxy)octahydropentalen FC(COC1CC2CCCC2C1)(F)F